ClC1=CC(=C(C=C1)CSC1=CC=NN1C1CCN(CC1)CC=1N(C2=C(N1)C=CC(=C2)C(=O)OC)C[C@H]2OCC2)F methyl 2-[[4-[5-[(4-chloro-2-fluoro-phenyl)methylsulfanyl]pyrazol-1-yl]-1-piperidyl]methyl]-3-[[(2S)-oxetan-2-yl]methyl]benzimidazole-5-carboxylate